3-bromo-5-chloro-2-((4-methoxybenzyl)oxy)pyridine BrC=1C(=NC=C(C1)Cl)OCC1=CC=C(C=C1)OC